FC=1C=C(SC1C(C)(C)O)[S@@](=O)(N)=NC(NC1=C2C(=NC3=C1CCC3)[C@@H](CC2)C)=O (R)-4-Fluoro-5-(2-hydroxypropan-2-yl)-N'-(((R)-3-methyl-1,2,3,5,6,7-hexahydrodicyclopenta[b,e]pyridin-8-yl)carbamoyl)thiophene-2-sulfonimidamide